C1=CC=C(C=2SC3=C(C21)C=CC=C3)C=3C=C(C=CC3)C3=CC(=CC=C3)C3=CC=CC2=C3SC3=C2C=CC=C3 3,3'-di(dibenzothiophen-4-yl)-1,1'-biphenyl